CNC(=O)C=1NC2=CC=CC(=C2C1)C1=CC=C(C=C1)C(NCC1=CC(=CC=C1)C(F)(F)F)=O N-methyl-4-[4-[[3-(trifluoromethyl)phenyl]methylcarbamoyl]phenyl]-1H-indole-2-carboxamide